C(=O)C1=C(C(=O)OCCCCC)C=CC=C1 Amyl 2-formylbenzoate